C(=CCCCCCCCCCC)(O)O dodecenediol